2-(3-(2-(3,4-dimethoxyphenyl)-3-isopropyl-1H-indol-5-yl)piperidin-1-yl)-N-methylethylamine COC=1C=C(C=CC1OC)C=1NC2=CC=C(C=C2C1C(C)C)C1CN(CCC1)CCNC